N-(2-methyl-5-(2-methylpyrimidin-5-yl)thiophen-3-yl)acetamide CC=1SC(=CC1NC(C)=O)C=1C=NC(=NC1)C